FC1(CCN(CC1)C1=NC(=NC=C1)NC(=O)C=1C=CC(=NC1N1CCC2(CC2)CC1)NS(=O)(=O)CC(=O)OCC)F ethyl 2-(N-(5-((4-(4,4-difluoropiperidin-1-yl)pyrimidin-2-yl)carbamoyl)-6-(6-azaspiro[2.5]octan-6-yl)pyridin-2-yl)sulfamoyl)acetate